C(C)N1C2=C([C@H]([C@H](C1=O)NC(C1=CC(=CC=C1)C(F)(F)F)=O)C1=CC=C(C=C1)F)C(=NN2C2=CC=CC=C2)CC(C(=O)O)=C (((4R,5R)-7-ethyl-4-(4-fluorophenyl)-6-oxo-1-phenyl-5-(3-(trifluoromethyl)benzamido)-4,5,6,7-tetrahydro-1H-pyrazolo[3,4-b]pyridin-3-yl)methyl)acrylic acid